ClC=1C=CC=C2C(C=C(OC12)C1=C(OCCN2C(N(CC2)C(C(=O)O)=O)=O)C=C(C=C1)C(F)(F)F)=O 2-[3-[2-[2-(8-chloro-4-oxo-chromen-2-yl)-5-(trifluoromethyl)phenoxy]ethyl]-2-oxo-imidazolidin-1-yl]-2-oxo-acetic acid